(3,5-Dimethylbenzoyl) 3,5-dimethylbenzenecarboperoxoate CC=1C=C(C=C(C1)C)C(=O)OOC(C1=CC(=CC(=C1)C)C)=O